ClC1=CC=CC2=C1C(=NO2)NS(=O)(=O)C2=C(C=C(C(=C2)C(C)C)C)OC N-(4-chlorobenzo[d]isoxazol-3-yl)-5-isopropyl-2-methoxy-4-methylbenzenesulfonamide